C(C=C)(=O)OC(C(CBr)(COC(C=C)=O)C)(Br)Br tribromoneopentyl glycol diacrylate